COC(C1=C(C(=C(C=C1F)Br)O)C=O)=O C4-bromo-6-fluoro-2-formyl-3-hydroxybenzoic acid methyl ester